(E)-3-((3-butyl-2-fluoro-2-methyl-7-(methylthio)-1,1-dioxido-5-phenyl-2,3,4,5-tetrahydrobenzo[b][1,4]thiazepin-8-yl)oxy)acrylic acid C(CCC)C1CN(C2=C(S(C1(C)F)(=O)=O)C=C(C(=C2)SC)O/C=C/C(=O)O)C2=CC=CC=C2